FC=1C=2N(C=C(C1)NC(=O)C1=CC=C(C3=CN(N=C13)CC(C)OC)N1CCNCC1)C=C(N2)C N-{8-fluoro-2-methylimidazo[1,2-a]pyridin-6-yl}-2-(2-methoxypropyl)-4-(piperazin-1-yl)indazole-7-carboxamide